[Cl-].OC(C[N+](C)(C)C)COC1=CC=C(C=2C(C3=CC=CC=C3SC12)=O)C 2-hydroxy-3-(1-methyl-9-oxo-9H-thioxanthen-4-yloxy)-N,N,N-trimethyl-1-propanaminium chloride